C(C)O[Si](CCCNC(C1=CC=C(C=C1)N=[N+]=[N-])=O)(OCC)OCC N-(3-triethoxysilylpropyl)-4-azidobenzamide